[6-(tert-butoxycarbonylamino)chroman-8-yl]boronic acid C(C)(C)(C)OC(=O)NC=1C=C2CCCOC2=C(C1)B(O)O